2-(cyclobutylsulfanylmethylsulfanyl)-4-(1H-pyrazol-3-yl)-6-pyrimidin-5-yl-pyridine-3-carbonitrile C1(CCC1)SCSC1=NC(=CC(=C1C#N)C1=NNC=C1)C=1C=NC=NC1